(2-chloro-6-fluorophenyl)-4-(4-ethyl-3-(hydroxymethyl)-5-oxo-4,5-dihydro-1H-1,2,4-triazol-1-yl)-5-fluoro-2-((1,1,1-trifluoropropan-2-yl)oxy)benzamide ClC1=C(C(=CC=C1)F)C=1C(=C(C(=O)N)C=C(C1N1N=C(N(C1=O)CC)CO)F)OC(C(F)(F)F)C